N'-(3-(4-(difluoromethoxy)benzyl)-2,5-dimethylphenyl)-N-ethyl-N-methylformimidamide FC(OC1=CC=C(CC=2C(=C(C=C(C2)C)N=CN(C)CC)C)C=C1)F